4-chlorobenzylamine hydrobromide Br.ClC1=CC=C(CN)C=C1